OC(CN(CCCC(=O)OCCN1CCN(CC1)CCSSCCCN(CC(CCCCCCCCCCCC)O)CC(CCCCCCCCCCCC)O)CC(CCCCCCCCCC)O)CCCCCCCCCC 2-(4-(2-((3-(Bis(2-hydroxytetradecyl)amino)propyl)disulfaneyl)ethyl)piperazin-1-yl)ethyl 4-(bis(2-hydroxydodecyl)amino)butanoate